(3S,4aS,8aS)-2-{(R)-2-hydroxy-3-[(S)-1-(3,4-dichlorophenyl)ethylamino]propyl}decahydroisoquinoline-3-carboxamide O[C@@H](CN1C[C@H]2CCCC[C@H]2C[C@H]1C(=O)N)CN[C@@H](C)C1=CC(=C(C=C1)Cl)Cl